ClC1=C(C=CC=C1)N1C(C(=C(C2=CC=C(N=C12)C(F)(F)F)N1C[C@H](CC1)O)C#N)=O (S)-1-(2-chlorophenyl)-4-(3-hydroxypyrrolidin-1-yl)-2-oxo-7-(trifluoromethyl)-1,2-dihydro-1,8-naphthyridine-3-carbonitrile